4-phenyl-6-(4-(trifluoromethyl)phenyl)-1,3,5-triazin-2(1H)-one C1(=CC=CC=C1)C1=NC(NC(=N1)C1=CC=C(C=C1)C(F)(F)F)=O